C(#N)C1=C(SC2=NC=C(C=C21)F)NC(OC(C)(C)C)=O tert-butyl (3-cyano-5-fluorothieno[2,3-b]pyridin-2-yl)carbamate